5H-furo[2,3-c]pyrimido[4,5-e]azepin-2-amine N1=C(N=CC2=C1C1=C(C=NC2)OC=C1)N